N1C=C(C2=CC=CC=C12)CCC1N(CCC=2C=C3C(=CC12)ONO3)CC3CCOCC3 5-(2-(1H-indol-3-yl)ethyl)-6-((tetrahydro-2H-pyran-4-yl)methyl)-5,6,7,8-Tetrahydro-[1,3]dioxazolo[4,5-g]isoquinoline